3-((1-(cyanomethyl)cyclopropyl)glycyl)benzonitrile C(#N)CC1(CC1)NCC(=O)C=1C=C(C#N)C=CC1